[Si](C)(C)(C(C)(C)C)OC1=NN2C(OCC(C2)C)=C1 ((tert-butyldimethylsilyl)oxy)-6-methyl-6,7-dihydro-5H-pyrazolo[5,1-b][1,3]oxazine